2-(6-{5-chloro-2-[(oxan-4-yl)amino]pyrimidin-4-yl}-4-fluoro-1-oxo-2,3-dihydro-1H-isoindol-2-yl)-N-[(1S)-1-[3-(difluoromethoxy)phenyl]-2-hydroxyethyl]acetamide ClC=1C(=NC(=NC1)NC1CCOCC1)C1=CC(=C2CN(C(C2=C1)=O)CC(=O)N[C@H](CO)C1=CC(=CC=C1)OC(F)F)F